C1(CC1)C=1C=2C=C(NC2C(N(C1)C1=NC(=CC(=C1)C1=C(C=C(C=C1)F)C=1N(C=CN1)C)C1CC1)=O)CNC1(CCC1)C 4-cyclopropyl-6-{6-cyclopropyl-4-[4-fluoro-2-(1-methyl-2-imidazolyl)phenyl]-2-pyridyl}-2-[(1-methylcyclobutylamino)methyl]-1,6-dihydro-1,6-diaza-7-indenone